3-(4-((5-(4-chlorophenyl)-1,3,4-oxadiazol-2-yl)thio)butoxy)-5,7-dimethoxy-2-(3,4,5-trimethoxyphenyl)-4H-chromen-4-one ClC1=CC=C(C=C1)C1=NN=C(O1)SCCCCOC1=C(OC2=CC(=CC(=C2C1=O)OC)OC)C1=CC(=C(C(=C1)OC)OC)OC